6-(((4-Methoxybenzyl)(methyl)amino)methyl)-N4-p-tolylpyrimidine-2,4-diamine COC1=CC=C(CN(C)CC2=CC(=NC(=N2)N)NC2=CC=C(C=C2)C)C=C1